N[C@H](C(=O)N[C@H](C(=O)NCCNC(=O)C=1C(=C(SC1NC(C(CC)C1=CC=C(C=C1)F)=O)C(=O)N)C)C(C)C)C(C)C N4-(2-((S)-2-((S)-2-amino-3-methylbutanamido)-3-methylbutanamido)ethyl)-5-(2-(4-fluorophenyl)butanamido)-3-methylthiophene-2,4-dicarboxamide